(R)-5-(5-(1-(3,5-Dichloropyridin-4-yl)ethoxy)-1H-indazol-3-yl)-2-methoxy-N-(pyridin-2-ylmethyl)pyridin-3-amine trifluoroacetic acid salt FC(C(=O)O)(F)F.ClC=1C=NC=C(C1[C@@H](C)OC=1C=C2C(=NNC2=CC1)C=1C=C(C(=NC1)OC)NCC1=NC=CC=C1)Cl